C1(=CC=CC=C1)C1(CC2=C(N=CS2)CC1)N1CCCCC1 6-phenyl-6-(piperidin-1-yl)-4,5,6,7-tetrahydrobenzothiazole